N1(C=NC=C1)C1=CC=C(C=C1)O 4-(Imidazol-1-yl)phenol